BrC=1C(=C(C(=O)OC)C(=C(C1)[N+](=O)[O-])F)O Methyl 3-bromo-6-fluoro-2-hydroxy-5-nitrobenzoate